C1(CCCCC1)NC1=CC(=NC(=N1)C1=NC(=NS1)C)N1CCS(CC1)(=O)=O 4-(6-(cyclohexylamino)-2-(3-methyl-1,2,4-thiadiazol-5-yl)pyrimidin-4-yl)thiomorpholine 1,1-dioxide